3-((6-(3-Methylisoxazol-4-yl)-1-oxoisoquinolin-2(1H)-yl)methyl)-N-((1-(oxetan-3-yl)piperidin-4-yl)methyl)benzamide CC1=NOC=C1C=1C=C2C=CN(C(C2=CC1)=O)CC=1C=C(C(=O)NCC2CCN(CC2)C2COC2)C=CC1